8-methyl-6-(2-morpholinoethyl)-2-(4-(trifluoromethyl)pyridin-2-yl)pyrido[3,2-d]pyrimidin-4(3H)-one hydrochloride Cl.CC1=CC(=NC2=C1N=C(NC2=O)C2=NC=CC(=C2)C(F)(F)F)CCN2CCOCC2